BrC1=CN=C2N1N=C(C=C2)N2CC1(CCO1)CC2 6-(3-Bromoimidazo[1,2-b]pyridazin-6-yl)-1-oxa-6-azaspiro[3.4]octane